N1(CCC1)C1=C(C=CC=C1)N1N=C(C=C1C1=CC(=CC=C1)OC1CCC1)COC(C(=O)O)(C)C 2-((1-(2-(azetidin-1-yl)phenyl)-5-(3-cyclobutoxyphenyl)-1H-pyrazol-3-yl)methoxy)-2-methylpropanoic acid